OCCC1=C(C(=O)[O-])C=CC(=C1)C(=O)[O-] 2-(hydroxy ethyl)-terephthalate